C(C)(C)(C)OC(=O)N1[C@@H](COCC1)\C=C\C(=O)OC (3R)-3-[(E)-3-methoxy-3-oxo-prop-1-enyl]morpholine-4-carboxylic acid tert-butyl ester